5-bromo-6-ethyl-2,3-dihydrobenzofuran-4-ol BrC1=C(C=C2C(CCO2)=C1O)CC